CNC(C1=CC=C(C=C1)NC=1N=CC2=C(N1)N(C(=C2)C(F)(F)F)CC2=NC=CN=C2N(S(=O)(=O)C)C)=O N-methyl-4-((7-((3-(N-methylmethylsulfonamido)pyrazine-2-yl)methyl)-6-(trifluoromethyl)-7H-pyrrolo[2,3-d]pyrimidin-2-yl)amino)benzamide